(S)-N-(5-(2,4-difluorophenoxy)pyrazin-2-yl)-2-(4-((S)-2-(hydroxymethyl)-5,6,7,8-tetrahydro-[1,2,4]triazolo[1,5-a]pyridine-7-carbonyl)-3,3-dimethylpiperazin-1-yl)propanamide FC1=C(OC=2N=CC(=NC2)NC([C@H](C)N2CC(N(CC2)C(=O)[C@@H]2CC=3N(CC2)N=C(N3)CO)(C)C)=O)C=CC(=C1)F